methyl (S*)-2-((tert-butoxycarbonyl)amino)-3-(2-oxo-1,2-dihydropyridin-3-yl)propanoate C(C)(C)(C)OC(=O)N[C@H](C(=O)OC)CC=1C(NC=CC1)=O |o1:8|